NC=1C(=C(C(=CC1)Cl)C1CCC=2N(C1)C=NC2C(=O)OC)F methyl 6-(3-amino-6-chloro-2-fluorophenyl)-5H,6H,7H,8H-imidazo[1,5-a]pyridine-1-carboxylate